FC1=C(OC=2C=CC(=C(C#N)C2)C)C(=CC(=C1)[N+](=O)[O-])F 5-(2,6-difluoro-4-nitro-phenoxy)-2-methyl-benzonitrile